CCCCOC1=CC=C(C=C1)C=NC2=CC=C(C=C2)C#N 4'-butoxybenzylidene-4-cyanoaniline